The molecule is the L-enantiomer of selenomethionine. It is an enantiomer of a D-selenomethionine. It is a tautomer of a L-selenomethionine zwitterion. C[Se]CC[C@@H](C(=O)O)N